4-amino-1-[(2R,3S,4R,5R)-5(E)-(2-chloroethenyl)-3-fluoro-4-hydroxy-5-(hydroxymethyl)oxolan-2-yl]-5-fluoropyrimidin-2-one NC1=NC(N(C=C1F)[C@@H]1O[C@@]([C@H]([C@@H]1F)O)(CO)\C=C\Cl)=O